allyl (6S,6aS)-3-(benzyloxy)-6-hydroxy-2-methoxy-12-oxo-8-(thiophen-3-yl)-6,6a,7,10-tetrahydrobenzo[e]pyrido[1,2-a][1,4]diazepine-5(12H)-carboxylate C(C1=CC=CC=C1)OC=1C(=CC2=C(N([C@H]([C@H]3N(C2=O)CC=C(C3)C3=CSC=C3)O)C(=O)OCC=C)C1)OC